N1(CCC1)C1=NC=C(C=N1)[C@@H](C)N1N=CC(=C1)NC(=O)C1=NC(=CN=C1)C1=C(C(=CC=C1OC(F)F)Cl)F |o1:10| (R or S)-N-(1-(1-(2-(Azetidin-1-yl)pyrimidin-5-yl)ethyl)-1H-pyrazol-4-yl)-6-(3-chloro-6-(difluoromethoxy)-2-fluorophenyl)pyrazine-2-carboxamide